(3-bromo-5-methylpyridin-2-yl)methanol BrC=1C(=NC=C(C1)C)CO